C(C)(C)(C)OC(N(C1=NC(=NC=C1)C(C)C)C(=O)OC(C)(C)C)=O (tert-Butoxycarbonyl)-N-(2-isopropylpyrimidin-4-yl)carbamic acid tert-butyl ester